ethyl ((7-(2-(4-(6-fluorobenzo[b]thiophen-4-yl)piperazin-1-yl)ethyl)-2-oxo-3,4-dihydroquinolin-1(2H)-yl)methyl) carbonate C(OCC)(OCN1C(CCC2=CC=C(C=C12)CCN1CCN(CC1)C1=CC(=CC=2SC=CC21)F)=O)=O